CC(C)(CC)N(C(C)CC)C=C methyl-vinyl-di-sec-butylamine